5-methoxy-6-((4-methoxybenzyl)oxy)pyridin-3-ol COC=1C=C(C=NC1OCC1=CC=C(C=C1)OC)O